C1=C(C=CC2=CC=CC=C12)C1=NC(=NC(=N1)C1=CC2=CC=CC=C2C=C1)C1=CC=C(C=C1)C=1C=CC=C2C=CC=NC12 8-(4-(4,6-di(naphthalen-2-yl)-1,3,5-triazine-2-yl)phenyl)quinoline